bis-(2,4-di-tert-butyl-phenyl)-erythritol phosphate diphosphite OP(O)OP(O)O.P(=O)(O)(O)O.C(C)(C)(C)C1=C(C=CC(=C1)C(C)(C)C)[C@@]([C@](CO)(O)C1=C(C=C(C=C1)C(C)(C)C)C(C)(C)C)(O)CO